C(C1CO1)C1=C(C=CC(=C1)CC1CO1)C12CC3CC(CC(C1)C3)C2 1-[2',4'-bis(glycidyl)phenyl]Adamantane